C(CCC)C=1NC=2N(C(C1)=O)N=C(N2)NCC2=C(C=CC(=C2)C2=NN(C=C2)C)Cl 5-butyl-2-[[2-chloro-5-(1-methyl-pyrazol-3-yl)phenyl]methyl-amino]-4H-[1,2,4]triazolo[1,5-a]pyrimidin-7-one